2-(furan-2-yl)-N5-(4-(4-methylpiperazin-1-yl)phenethyl)-[1,2,4]triazolo[1,5-a][1,3,5]triazine-5,7-diamine O1C(=CC=C1)C1=NN2C(N=C(N=C2N)NCCC2=CC=C(C=C2)N2CCN(CC2)C)=N1